rac-N-[(3S,4R)-7-methyl-4-({[(1s,4S)-4-(4-methylphenyl)cyclohexyl]oxy}methyl)-6-oxo-1,3,4,6-tetrahydro-2H-quinolizin-3-yl]methanesulfonamide CC=1C(N2[C@H]([C@H](CCC2=CC1)NS(=O)(=O)C)COC1CCC(CC1)C1=CC=C(C=C1)C)=O |r|